C(C)(C)(CC)C1=C(C=C(C(=C1)O)C(C)(C)CC)O 2,5-di-tert-amyl-1,4-benzenediol